FC=1C(=C(C=CC1F)[C@H]1[C@@](S[C@](C1)(C(F)(F)F)C)(C(=O)NC=1C=C(SC1)B(O)O)[2H])OC (4-((2R,3S,5R)-3-(3,4-difluoro-2-methoxyphenyl)-5-methyl-5-(trifluoromethyl)tetrahydrothiophene-2-carboxamido-2-d)thiophen-2-yl)boronic acid